CC1(C(C=C(C(=C1)C)C)C)C(CCCCCCCCC(=O)O)C(=O)O 1,2,4,5-tetramethyl-benzeneundecanediic acid